tetrasodium iminosuccinate N=C(C(=O)[O-])CC(=O)[O-].[Na+].[Na+].[Na+].[Na+].N=C(C(=O)[O-])CC(=O)[O-]